C(C)SCCO 2-(ethylthio)ethanol